2-[4-(cyclopropanecarbonyl)-phenyl]-2-methyl-propionamide C1(CC1)C(=O)C1=CC=C(C=C1)C(C(=O)N)(C)C